O=C1NC(=NO1)C1=C2CC(CN(C2=CC=C1)C1=CC=C(C=C1)C(F)(F)F)CNC(C=C)=O N-((5-(5-oxo-4,5-dihydro-1,2,4-oxadiazol-3-yl)-1-(4-(trifluoromethyl)phenyl)-1,2,3,4-tetrahydroquinolin-3-yl)methyl)acrylamide